S(N)(OC[C@@H]1[C@H](C[C@@H](C1)NC1=NC=NC=C1C(=O)C=1SC(=CC1C)CC1=CC(=CC=C1)Cl)O)(=O)=O {(1R,2S,4R)-4-[(5-{[5-(3-Chlorobenzyl)-3-methyl-2-thienyl]carbonyl}pyrimidin-4-yl)amino]-2-hydroxycyclopentyl}methyl sulfamate